tert-butyl 4-(3-fluoro-4-(methoxycarbonyl)phenyl)piperazine-1-carboxylate FC=1C=C(C=CC1C(=O)OC)N1CCN(CC1)C(=O)OC(C)(C)C